N1C(CC=CC1)C(=O)O 1,2,3,6-tetrahydro-2-pyridinecarboxylic acid